C(C)(C)OC(=O)NC1=CC=C(C=C1)B(O)O 4-(ISOPROPOXYCARBONYLAMINO)PHENYLBORONIC ACID